(1R)-1-(7-[[2-fluoro-4-(1-[[2-(trimethylsilyl)ethoxy]methyl]pyrazol-3-yl)phenyl]amino]-1,6-naphthyridin-2-yl)-1-(1-methylpiperidin-4-yl)ethanol FC1=C(C=CC(=C1)C1=NN(C=C1)COCC[Si](C)(C)C)NC1=NC=C2C=CC(=NC2=C1)[C@](C)(O)C1CCN(CC1)C